OC1=C(C(=CC=C1OC)C=CC1=CC(=C(C(=C1)OC)OC)OC)[O-] 2-hydroxy-3-methoxy-6-[2-(3,4,5-trimethoxyphenyl)ethenyl]phenolate